O=C1NCCC1 (S)-2-oxopyrrolidine